[Si](C)(C)(C(C)(C)C)OOCCCNC1=C2C(NC(=NC2=CC=C1)C)=O 5-((3-((tert-butyldimethylsilyloxy)oxy)propyl)amino)-2-methyl-4-oxoquinazolin